2-(pyridin-2-yl)propan-2-amine N1=C(C=CC=C1)C(C)(C)N